4-hydroxy-1-(1-(pyridin-4-yl)-1H-pyrazol-4-yl)piperidin-2-one OC1CC(N(CC1)C=1C=NN(C1)C1=CC=NC=C1)=O